NC[C@H]1C(NCC1)=O (S)-3-(aminomethyl)pyrrolidin-2-one